(E)-N-(2-(2-(2-methoxyethoxy)ethoxy)ethyl)-1-methyl-4-(1-methyl-4-(4-(2-(quinolin-3-yl)vinyl)benzamido)-1H-pyrrole-2-carboxamido)-1H-pyrrole-2-carboxamide COCCOCCOCCNC(=O)C=1N(C=C(C1)NC(=O)C=1N(C=C(C1)NC(C1=CC=C(C=C1)\C=C\C=1C=NC2=CC=CC=C2C1)=O)C)C